(3r,4s)-4-((4-chloro-5-(trifluoromethyl)pyrimidin-2-yl)amino)-3-fluoropiperidine-1-carboxylic acid tert-butyl ester C(C)(C)(C)OC(=O)N1C[C@H]([C@H](CC1)NC1=NC=C(C(=N1)Cl)C(F)(F)F)F